Dimethyl-phenylbutanol sodium bisphenolate C1(=CC=CC=C1)[O-].C1(=CC=CC=C1)[O-].[Na+].CC(C(O)(C1=CC=CC=C1)C)CC.[Na+]